1-((4aS,6S,7R,7aS)-7-Fluoro-2-((3-fluorobenzyl)oxy)-2-oxidotetrahydro-4H-furo[3,2-d][1,3,2]dioxaphosphinin-6-yl)-5-methylpyrimidine-2,4(1H,3H)-dione F[C@H]1[C@H](O[C@@H]2[C@@H]1OP(OC2)(=O)OCC2=CC(=CC=C2)F)N2C(NC(C(=C2)C)=O)=O